(3-trimethoxysilylpropyl)-tert-butylcarbamate CO[Si](CCCOC(NC(C)(C)C)=O)(OC)OC